N-(2-(1-acetyl-5-fluoro-1H-indol-3-yl)ethyl)pyridinamide tert-butyl-((3S,4R)-4-fluoro-1-(pyridin-3-yl)pyrrolidin-3-yl)carbamate C(C)(C)(C)N(C(O)=O)[C@H]1CN(C[C@H]1F)C=1C=NC=CC1.C(C)(=O)N1C=C(C2=CC(=CC=C12)F)CCNC(=O)C1=NC=CC=C1